5,12b-(epiminoethano)naphtho[1,2-g]quinoxalin-10-amine C1C=CC=C2C3=CC=4C(=CC=5N=C(C=NC5C4)N)C12CCN3